C(CCCCCCCC)N(CCOCCNC(OC(C)(C)C)=O)CCCCCCCCC tert-butyl (2-(2-(dinonylamino)ethoxy)ethyl)carbamate